tert-butyl 4-(2-(benzyloxy)-5-((5-(1-(2-hydroxy-2-methylpropyl)-4-methyl-1H-indazol-5-yl)-2,6-naphthyridin-3-yl)amino)pyridin-3-yl)piperazine-1-carboxylate C(C1=CC=CC=C1)OC1=NC=C(C=C1N1CCN(CC1)C(=O)OC(C)(C)C)NC=1N=CC2=CC=NC(=C2C1)C=1C(=C2C=NN(C2=CC1)CC(C)(C)O)C